N-Ethyl-N,5-dimethyl-2-(5-morpholin-4-yl-3,4'-bipyridin-2'-yl)-1H-imidazole-4-carboxamide C(C)N(C(=O)C=1N=C(NC1C)C1=NC=CC(=C1)C=1C=NC=C(C1)N1CCOCC1)C